C(C)(C)(C)OC(=O)N(C=1C=2N(N=C(C1)SC1CCN(CC1)C(=O)OC(C)(C)C)C(=CN2)C(C)C)CC2=C(C=C(C=C2)F)C(F)(F)F tert-butyl 4-((8-((tert-butoxycarbonyl)(4-fluoro-2-(trifluoromethyl)benzyl)amino)-3-isopropylimidazo[1,2-b]pyridazin-6-yl)thio)piperidine-1-carboxylate